BrC=1C(=NN(C1C(=O)OC)C=1SC(=C(N1)Br)SC(C)C)C methyl 4-bromo-1-(4-bromo-5-(isopropylthio)thiazol-2-yl)-3-methyl-1H-pyrazole-5-carboxylate